1-(5-bromo-2-nitrophenyl)-4-(but-3-ene-1-yl)piperidine BrC=1C=CC(=C(C1)N1CCC(CC1)CCC=C)[N+](=O)[O-]